(2-phenylethyl)boronic acid C1(=CC=CC=C1)CCB(O)O